(R)-6-chloro-3-((1-(3,6-dimethyl-2-(6-methylpyridin-3-yl)-4-oxo-3,4-dihydroquinazolin-8-yl)ethyl)amino)-N-(methylsulfonyl)picolinamide ClC1=CC=C(C(=N1)C(=O)NS(=O)(=O)C)N[C@H](C)C=1C=C(C=C2C(N(C(=NC12)C=1C=NC(=CC1)C)C)=O)C